2-(5-(2-ethoxyvinyl)-3-methyl-2,4-dioxo-3,4-dihydropyrimidin-1(2H)-yl)-4-methylpentanoate C(C)OC=CC=1C(N(C(N(C1)C(C(=O)[O-])CC(C)C)=O)C)=O